C(C(C(=O)O)CC)([2H])([2H])[2H] 2-(methyl-d3)butanoic acid